(4-ethylphenyl)(4-isopropylphenyl)iodonium tetrakis(perfluorophenyl)borate FC1=C(C(=C(C(=C1F)F)F)F)[B-](C1=C(C(=C(C(=C1F)F)F)F)F)(C1=C(C(=C(C(=C1F)F)F)F)F)C1=C(C(=C(C(=C1F)F)F)F)F.C(C)C1=CC=C(C=C1)[I+]C1=CC=C(C=C1)C(C)C